C(C)(C)OC(=O)[C@@H]1C[C@H](CCC1)OC=1C(=NC(=CC1)C=1N=NN(C1CNC(=O)OC(C)(C)C)C)C(F)(F)F |r| (+/-)-(1S,3S)-3-((6-(5-(((tert-butoxycarbonyl)amino)methyl)-1-methyl-1H-1,2,3-triazol-4-yl)-2-(trifluoromethyl)pyridin-3-yl)oxy)cyclohexane-1-carboxylic acid isopropyl ester